C(C(COCCCCCCCCCCCO)OCCCCCCCCCCCO)OCCCCCCCCCCCO (propane-1,2,3-triyltris(oxy))tris(undecan-1-ol)